C[C@@H]1N(C(OC1)=O)CC1=CC=C(C=C1)CN1C(NC2=C1C=CC=C2)=O (S)-4-methyl-3-(4-((2-oxo-2,3-dihydro-1H-benzo[d]imidazol-1-yl)methyl)benzyl)oxazolidin-2-one